(3-hydroxyazetidin-1-yl)(4-((5-isopropyl-2-(6-methylpyridin-2-yl)pyrimidin-4-yl)amino)pyridin-3-yl)methanone OC1CN(C1)C(=O)C=1C=NC=CC1NC1=NC(=NC=C1C(C)C)C1=NC(=CC=C1)C